5-bromo-2-(4,4-difluoropiperidin-1-yl)pyridine-3-carboxylic acid BrC=1C=C(C(=NC1)N1CCC(CC1)(F)F)C(=O)O